CC(C(NCC(NC=1SC2=C(N1)C=CC(=C2)OC(F)(F)F)=O)=O)NC([O-])=O [methyl({[6-(trifluoromethoxy)-1,3-benzothiazol-2-yl]carbamoyl methyl}carbamoyl)methyl]carbamate